5-(4-bromo-3-methylphenyl)-2-methylpyridine BrC1=C(C=C(C=C1)C=1C=CC(=NC1)C)C